N[C@H](C(=O)O)CCC(N[C@H]1CNCC1)=O (2S)-2-amino-4-{[(3R)-pyrrolidin-3-yl]carbamoyl}butanoic acid